[Si](C)(C)(C(C)(C)C)OC[C@@]1([C@H](C[C@@H](O1)N1C(NC(C(=C1)C(F)(F)F)=O)=O)OC(C1=CC=CC=C1)(C1=CC=CC=C1)C1=CC=CC=C1)CCl 1-((2R,4S,5R)-5-(((tert-butyldimethylsilyl)oxy)methyl)-5-(chloromethyl)-4-(trityloxy)tetrahydrofuran-2-yl)-5-(trifluoromethyl)pyrimidine-2,4(1H,3H)-dione